Tert-butyl (4-(((trans)-2-(4-bromophenyl)cyclopropyl)amino)cyclohexyl)carbamate BrC1=CC=C(C=C1)[C@H]1[C@@H](C1)NC1CCC(CC1)NC(OC(C)(C)C)=O